C1(=C(C=C(C=C1)C)C)C(COC1=C(C=CC=C1)O)(CC(CCCC)C1=C(C=C(C=C1)C)C)C1=NC=NC=N1 2,4-bis(2,4-xylyl)-2-(1,3,5-triazinyl)-octoxyphenol